tert-butyl (3-(4-(2-fluorophenyl)-5-(thiazol-2-yl)-4H-1,2,4-triazol-3-yl)bicyclo[1.1.1]pentan-1-yl)carbamate FC1=C(C=CC=C1)N1C(=NN=C1C=1SC=CN1)C12CC(C1)(C2)NC(OC(C)(C)C)=O